The molecule is a halophenol that is phenol in which the hydrogens at positions 2 and 4 have been replaced by chlorine and bromine, respectively. It is a halophenol, a member of monochlorobenzenes and an organobromine compound. C1=CC(=C(C=C1Br)Cl)O